3-benzyl-1H-pyrazole-5-carboxylic acid 6-(naphthalen-1-ylmethyl)-3-oxo-2,3-dihydropyridazin-4-yl ester C1(=CC=CC2=CC=CC=C12)CC=1C=C(C(NN1)=O)OC(=O)C1=CC(=NN1)CC1=CC=CC=C1